3-(4-chlorophenyl-ethyl)-1H-pyrazole-5-carboxylic acid ClC1=CC=C(C=C1)CCC1=NNC(=C1)C(=O)O